tetradecanoic acid (2E,6Z)-2,6-nonadien-1-yl ester C(\C=C\CC\C=C/CC)OC(CCCCCCCCCCCCC)=O